iodocycloheptene IC1=CCCCCC1